O=C1C(C=NC=C1C(=O)N)C(=O)N 4-oxopyridine-3,5-dicarboxamide